3-(Cyanomethyl)-5-(methylsulfonyl)benzoic acid Methyl-3-(cyanomethyl)-5-(methylsulfonyl)benzoate COC(C1=CC(=CC(=C1)S(=O)(=O)C)CC#N)=O.C(#N)CC=1C=C(C(=O)O)C=C(C1)S(=O)(=O)C